4-(1H-[1,2,3]Triazolo[4,5-b]pyrazin-6-yl)-N-(4-((benzyloxy)methyl)phenyl)benzamide N1N=NC=2C1=NC(=CN2)C2=CC=C(C(=O)NC1=CC=C(C=C1)COCC1=CC=CC=C1)C=C2